4-(5H-imidazo[5,1-a]isoindol-5-yl)cyclohexane-1-carboxamide C=1N=CN2C1C1=CC=CC=C1C2C2CCC(CC2)C(=O)N